C1(=CC=CC=C1)[C@H]1CC[C@H](CC1)OC[C@@H]1N(CC[C@@H]1NS(=O)(=O)C)C1=CN=CS1 N-((2R,3S)-2-((((CIS)-4-phenylcyclohexyl)oxy)methyl)-1-(thiazol-5-yl)pyrrolidin-3-yl)methanesulfonamide